BrC=1C=C2N=CC(=NC2=CC1Br)C(C)C 6,7-dibromo-2-isopropylquinoxaline